C1(CC1)OC=1C(=CC2=CN(N=C2C1)[C@@H]1C[C@H](CCC1)O)C(=O)NC=1C=NN2C1N=CC=C2 |r| rac-6-cyclopropoxy-2-((1S,3S)-3-hydroxycyclohexyl)-N-(pyrazolo[1,5-a]pyrimidin-3-yl)-2H-indazole-5-carboxamide